N-methyl-5-(3-(6-(2-(pyridin-2-yl)acetamido)pyridazin-3-yl)pyrrolidin-1-yl)-1,3,4-thiadiazole-2-carboxamide CNC(=O)C=1SC(=NN1)N1CC(CC1)C=1N=NC(=CC1)NC(CC1=NC=CC=C1)=O